4-(2-{3-[(3R)-3-(ethoxycarbonyl)piperidin-1-yl]phenoxy}-2-methylpropanoyl)piperazine C(C)OC(=O)[C@H]1CN(CCC1)C=1C=C(OC(C(=O)N2CCNCC2)(C)C)C=CC1